3-[4-[4-(1,1-difluoro-2-hydroxy-ethyl)-1-piperidyl]indolin-1-yl]piperidine-2,6-dione FC(CO)(F)C1CCN(CC1)C1=C2CCN(C2=CC=C1)C1C(NC(CC1)=O)=O